2,2,4,5,7,7-hexamethyl-3,5-octadiene CC(C)(C=C(C(=CC(C)(C)C)C)C)C